(5-(3-(3-(2-(3-Bromophenyl)-4-((2-methyl-2-(1H-pyrazol-4-yl)propyl)thio)butan-2-yl)-1-methyl-1H-1,2,4-triazol-5-yl)-4-fluorophenoxy)-6-fluoro-1-(phenylsulfonyl)-1H-indol-4-yl)methanol BrC=1C=C(C=CC1)C(C)(CCSCC(C)(C=1C=NNC1)C)C1=NN(C(=N1)C=1C=C(OC=2C(=C3C=CN(C3=CC2F)S(=O)(=O)C2=CC=CC=C2)CO)C=CC1F)C